FC(OC=1C=C(C=CC1)C=1N=C(SC1)C=O)(F)F 4-(3-(trifluoromethoxy)phenyl)thiazole-2-carbaldehyde